3-(2-(5-(4-hydroxybenzylidene)-3-(4-methylphenyl)-4-oxothiazolidin-2-ylidene)hydrazono)-5-chloro-1H-indol-2-one OC1=CC=C(C=C2C(N(C(S2)=NN=C2C(NC3=CC=C(C=C23)Cl)=O)C2=CC=C(C=C2)C)=O)C=C1